(5-isopropoxy-3-pyridyl)methanone C(C)(C)OC=1C=C(C=NC1)C=O